[Br-].C(C1=CC=CC=C1)(=O)O[C@@]1([C@@H](CN(CC1)S(=O)(=O)CC1=CC=CC=C1)C[N+](C([2H])([2H])[2H])(CC1=CC=CC=C1)C)C1=CC(=CC=C1)O (((3R,4S)-4-(benzoyloxy)-1-(benzylsulfonyl)-4-(3-hydroxyphenyl)piperidin-3-yl)methyl)-N-benzyl-N-(methyl-d3)methyl-ammonium bromide